(E)-N'-(5-(1-aminoethyl)-2-fluorobenzylidene)-6-(6-ethoxypyridin-3-yl)pyrazine-2-carbohydrazide NC(C)C=1C=CC(=C(\C=N\NC(=O)C2=NC(=CN=C2)C=2C=NC(=CC2)OCC)C1)F